tert-butyl-4-methyl-3-(3-methyl-1H-pyrrolo[2,3-b]pyridin-4-yl)-2-[4-(trifluoromethyl)phenyl]-6,7-dihydropyrazolo[1,5-a]pyrazine-5(4H)-carboxylate C(C)(C)(C)OC(=O)N1C(C=2N(CC1)N=C(C2C2=C1C(=NC=C2)NC=C1C)C1=CC=C(C=C1)C(F)(F)F)C